CC(=O)O.CC(=O)[O-].[K+] potassium hydrogen diacetate